4-[6-(1-ethylpyrazol-4-yl)pyrrolo[1,5-a]pyrimidin-3-yl]benzonitrile C(C)N1N=CC(=C1)C1=CC=C2N1C=C(C=N2)C2=CC=C(C#N)C=C2